tert-Butyl N-((3-(bromomethyl)phenyl)methyl)carbamate BrCC=1C=C(C=CC1)CNC(OC(C)(C)C)=O